ethyl 4-(4-((benzyloxy)carbonyl)piperazin-1-yl)-5,6,7,8-tetrahydro-1,7-naphthyridine-2-carboxylate C(C1=CC=CC=C1)OC(=O)N1CCN(CC1)C1=CC(=NC=2CNCCC12)C(=O)OCC